CC1=CC(=NN1)NC=1C2=C(N=C(N1)NC1C3CC4(CC(CC1C4)C3)O)C=CS2 Trans-4-[[4-[(5-methyl-1H-pyrazol-3-yl)amino]thieno[3,2-d]pyrimidin-2-yl]amino]adamantan-1-ol